COC(C)(C)[C@H]1N(C(OC1)(C)C)C(=O)OC(C)(C)C tert-butyl (S)-4-(2-methoxypropan-2-yl)-2,2-dimethyloxazolidine-3-carboxylate